3,3-difluoro-2-methyl-butyric acid methyl ester COC(C(C(C)(F)F)C)=O